(1R,5S,6R)-3-[5-(6-fluoro-3-iodo-7-methyl-1H-indazol-1-yl)pyridin-2-yl]-3-azabicyclo[3.1.0]hexane-6-carboxylic acid methyl ester COC(=O)C1[C@H]2CN(C[C@@H]12)C1=NC=C(C=C1)N1N=C(C2=CC=C(C(=C12)C)F)I